FC(C=1C=NC(=NC1)N1CCC2(CCNC2)CC1)(F)F 8-(5-(Trifluoromethyl)pyrimidin-2-yl)-2,8-diazaspiro[4.5]decane